C1(CCCCC1)CN1C=CC2=CC(=CC=C12)N 1-(Cyclohexylmethyl)-1H-indol-5-amine